7-bromo-3-fluoro-1H-indole BrC=1C=CC=C2C(=CNC12)F